FC=1C=C(C=C(C1)F)[C@@H]1CC=NN1C(=O)N1CC(C1)OC=1SC=C(N1)C1=CC=NN1C (S)-(5-(3,5-difluorophenyl)-4,5-dihydro-1H-pyrazol-1-yl)(3-((4-(1-methyl-1H-pyrazol-5-yl)thiazol-2-yl)oxy)azetidin-1-yl)methanone